N-(4-(5-cyanopyridin-3-yl)-2,6-diethylphenyl)-2-(2-(cyclopropanesulfonamido)thiazol-4-yl)-2-methylpropanamide C(#N)C=1C=C(C=NC1)C1=CC(=C(C(=C1)CC)NC(C(C)(C)C=1N=C(SC1)NS(=O)(=O)C1CC1)=O)CC